methyl [3-(trifluoromethyl)-1-bicyclo[1.1.1]pentyl] carbonate C(OC)(OC12CC(C1)(C2)C(F)(F)F)=O